(3S,4R)-3-fluoro-4-((methylsulfonyl)oxy)piperidine-1-carboxylic acid tert-butyl ester C(C)(C)(C)OC(=O)N1C[C@@H]([C@@H](CC1)OS(=O)(=O)C)F